acryloyloxyethylbenzyldiethyl-ammonium chloride [Cl-].C(C=C)(=O)OCC[N+](CC)(CC)CC1=CC=CC=C1